4-(1-((2,4-diaminopyrimidin-5-yl)methyl)indolin-5-yl)-5-methylthiophene-2-carboxylic acid trihydrochloride Cl.Cl.Cl.NC1=NC=C(C(=N1)N)CN1CCC2=CC(=CC=C12)C=1C=C(SC1C)C(=O)O